NC1=NC=NN2C1=C(C(=N2)C2=C(C=C(C=C2)NC(C(=C)F)=O)F)C2=CC(=C(C(=O)NC1(CC1)C(F)(F)F)C=C2)OC 4-(4-amino-6-(2-fluoro-4-(2-fluoroacrylamido)phenyl)pyrazolo[5,1-f][1,2,4]triazin-5-yl)-2-methoxy-N-(1-(trifluoromethyl)cyclopropyl)benzamide